ClC=1C=NC(=NC1)N1CCC(CC1)CN1N=CC=CC1=O 2-[[1-(5-chloropyrimidin-2-yl)piperidin-4-yl]methyl]pyridazin-3-one